trimethylol-N-bocaminomethane C(O)C(NC(=O)OC(C)(C)C)(CO)CO